5-(3-aminophenyl)-3-(4-ethylphenyl)-1H-pyrazole NC=1C=C(C=CC1)C1=CC(=NN1)C1=CC=C(C=C1)CC